C(C)(=O)N[C@@H](CSC1=C(C2=CC=CC=C2C(=C1)O)O)C(=O)O N-acetyl-S-(1,4-dihydroxy-2-naphthyl)cysteine